N-(4-(isopropoxymethyl)-pyridin-2-yl)-5-(1H-pyrazol-4-yl)thiazolo-[5,4-b]pyridin-2-amine C(C)(C)OCC1=CC(=NC=C1)NC=1SC2=NC(=CC=C2N1)C=1C=NNC1